(3-aminopyridin-2-yl)acetic acid ethyl ester C(C)OC(CC1=NC=CC=C1N)=O